N[C@@H](CCCNC(OCC1C2=CC=CC=C2C=2C=CC=CC12)=O)C(=O)NC(C)C (S)-(9H-fluoren-9-yl)methyl (4-amino-5-(isopropylamino)-5-oxopentyl)carbamate